tert-butyl (S)-(4-fluoro-2,5-dimethylphenyl)(4-(((7-((2-methoxyethoxy)methyl)-1,4-oxazepan-4-yl)sulfonyl)carbamoyl)oxazol-2-yl)carbamate FC1=CC(=C(C=C1C)N(C(OC(C)(C)C)=O)C=1OC=C(N1)C(NS(=O)(=O)N1CCO[C@@H](CC1)COCCOC)=O)C